FC(C(=O)O)(F)F.ClC1=C(C=CC(=C1NC=1C(=C2C(N(C=NC2=CC1)C)=O)Cl)F)NS(=O)(=O)N1CC(CC1)(F)F N-(2-chloro-3-((5-chloro-3-methyl-4-oxo-3,4-dihydroquinazolin-6-yl)amino)-4-fluorophenyl)-3,3-Difluoropyrrolidine-1-sulfonamide trifluoroacetate salt